C(C)(C)(C)C1=CC=C(C=C1)NC(C(=O)NC1=C(OC2=C1C=C(C=C2)Cl)C(=O)O)=O (2-((4-tert-butylphenyl)amino)-2-oxoacetylamino)-5-chlorobenzofuran-2-carboxylic acid